BrC1=CC=C(C(=C1)NCC)N 5-bromo-1-N-ethylbenzene-1,2-diamine